5-(4-ethoxyphenyl)pyridazin-3(2H)-one C(C)OC1=CC=C(C=C1)C1=CC(NN=C1)=O